C(C)(C)(C)OC(=O)N1CCC(=CC1)C1=CC=CC=2N(C(N(C21)C)=O)C2C(NC(CC2)=O)=O 4-(1-(2,6-Dioxopiperidin-3-yl)-3-methyl-2-oxo-2,3-dihydro-1H-benzo[d]-imidazol-4-yl)-3,6-dihydropyridine-1(2H)-carboxylic acid tert-butyl ester